tert-butyl (5,6-dihydro-4H-cyclopenta[c]thiophen-5-yl)carbamate C=1SC=C2C1CC(C2)NC(OC(C)(C)C)=O